S(N)(OC[C@@H]1[C@H](C[C@@H](C1)NC1=NC=NC=C1C(=O)C=1SC(=C(C1)C[C@@H](O)C1=CC(=CC=C1)Cl)Cl)O)(=O)=O [(1R,2S,4R)-4-{[5-({5-Chloro-4-[(R)-(3-chlorophenyl)(hydroxy)ethyl]-2-thienyl}carbonyl)pyrimidin-4-yl]amino}-2-hydroxycyclopentyl]methyl sulfamate